(R)-tetrahydro-2H-pyran-2-carboxylic acid O1[C@H](CCCC1)C(=O)O